N(=[N+]=[N-])C1CN(C1)CCO 2-(3-azidoazetidin-1-yl)ethanol